1,2-difluoro-3,6-diiodobenzene FC1=C(C(=CC=C1I)I)F